O1C2=C(N(CC1)C(=O)O)N=CC=C2 2H,3H,4H-pyrido[3,2-b][1,4]Oxazine-4-carboxylic acid